tert-butyl (1-(3-(4-(2-(2,6-dioxopiperidin-3-yl)-1-oxoisoindolin-5-yl)piperazin-1-yl)propanoyl)piperidin-4-yl)carbamate O=C1NC(CCC1N1C(C2=CC=C(C=C2C1)N1CCN(CC1)CCC(=O)N1CCC(CC1)NC(OC(C)(C)C)=O)=O)=O